3-[1-(4-nitropyrazol-1-yl)cyclopropyl]-4-(2,2,2-trifluoroethyl)-1,2,4-triazole [N+](=O)([O-])C=1C=NN(C1)C1(CC1)C1=NN=CN1CC(F)(F)F